m-{4-[({[(3S)-5-Oxo-3-pyrrolidinyl]methyl}amino)carbonyl]-7-(2,6-dimethyl-4-pyridyl)-1,5,9-triazabicyclo[4.3.0]nona-2,4,6,8-tetraen-8-yl}benzonitrile O=C1C[C@@H](CN1)CNC(=O)C=1C=CN2N=C(C(=C2N1)C1=CC(=NC(=C1)C)C)C=1C=C(C#N)C=CC1